CC(C=O)CC1=CC=C(C=C1)C(C)(C)C 2-methyl-3-(para-tert-butylphenyl)-propionaldehyde